4-(tert-butoxy)-8-chloro-2-(methylthio)pyrido[4',3':4,5]thieno[2,3-d]pyrimidine C(C)(C)(C)OC=1C2=C(N=C(N1)SC)SC1=C2C=CN=C1Cl